N-[[7-morpholino-5-(3-phenylpyrazol-1-yl)pyrazolo[1,5-a]pyrimidin-2-yl]methyl]propionamide O1CCN(CC1)C1=CC(=NC=2N1N=C(C2)CNC(CC)=O)N2N=C(C=C2)C2=CC=CC=C2